(S)-2-((4-(3-((7-dicyanoAmino-2-azaspiro[3.5]nonan-2-yl)methyl)pyrrolidin-1-yl)pyrimidin-5-yl)oxy)-5-fluoro-N,N-diisopropylbenzeneFormamide C(#N)N(C1CCC2(CN(C2)C[C@H]2CN(CC2)C2=NC=NC=C2OC2=C(C=C(C=C2)F)C(=O)N(C(C)C)C(C)C)CC1)C#N